C(CCCCCC)C(OCCCCCCN(CCC1N(CCC1)C)CCCCCCOC(O[Si](OCCCCCCCC)(C)C)CCCCCCC)O[Si](OCCCCCCCC)(C)C 8-heptyl-N-(8-heptyl-10,10-dimethyl-7,9,11-trioxa-10-silanonadecyl)-10,10-dimethyl-N-(2-(1-methylpyrrolidin-2-yl)ethyl)-7,9,11-trioxa-10-silanonadecan-1-amine